1-fluoro-4-nitro-2-(trifluoromethyl)-benzene FC1=C(C=C(C=C1)[N+](=O)[O-])C(F)(F)F